[N-](S(=O)(=O)C(F)(F)F)S(=O)(=O)C(F)(F)F.C(C)N(CC)CC triethylamine bis(trifluoromethylsulfonyl)imide